1,7-diacetylheptane C(C)(=O)CCCCCCCC(C)=O